Ethyl 2-(5-(2-(dimethylamino) ethyl)-2-oxo-4-(trifluoromethyl) pyridin-1(2H)-yl)-4-fluoro-4-methylpentanoate CN(CCC=1C(=CC(N(C1)C(C(=O)OCC)CC(C)(C)F)=O)C(F)(F)F)C